C(C)(C)(C)OC(NC(C)(C)C1=NC(=C2N1C=CC=C2C)SC)=O (2-(8-methyl-1-(methylthio)imidazo[1,5-a]pyridin-3-yl)propan-2-yl)carbamic acid tert-butyl ester